FC(C(=O)O)(F)F.ClC=1C=C2C=NN(C2=C(C1)C1=NC=NN2C1=CC(=C2)CN2C(C1C(C1C2=O)(C)C)=O)C[C@@H]2CNCCO2 3-((4-(5-chloro-1-(((S)-morpholin-2-yl)methyl)-1H-indazol-7-yl)pyrrolo[2,1-f][1,2,4]triazin-6-yl)methyl)-6,6-dimethyl-3-azabicyclo[3.1.0]hexane-2,4-dione 2,2,2-trifluoroacetate